1-(3-(aminomethyl)phenyl)-N,N-dimethyl-methanamine NCC=1C=C(C=CC1)CN(C)C